FC=1C(=NC(=NC1)N1CC2C(CC1)NCC2)NC=2C=C1C=NNC1=CC2 N-(5-fluoro-2-(octahydro-5H-pyrrolo[3,2-c]pyridin-5-yl)pyrimidin-4-yl)-1H-indazol-5-amine